CNC(=O)CC[C@@H](C(=O)O)N The molecule is an N(5)-alkylglutamine where the alkyl group is specified as methyl. It is a N(5)-alkyl-L-glutamine and a N-methyl-amino acid. It is a tautomer of a N(5)-methyl-L-glutamine zwitterion.